acryloyloxyundecyl-methyldimethoxysilane C(C=C)(=O)OCCCCCCCCCCC[Si](OC)(OC)C